4-(azidomethyl)-6-fluoro-5-(4-fluoro-3-(5-(2-(3-iodophenyl)-7,7-dimethylnon-8-yn-2-yl)-4H-1,2,4-triazol-3-yl)phenoxy)-1H-indole N(=[N+]=[N-])CC1=C2C=CNC2=CC(=C1OC1=CC(=C(C=C1)F)C1=NN=C(N1)C(C)(CCCCC(C#C)(C)C)C1=CC(=CC=C1)I)F